C(C)(C)(C)OC(=O)N1C(CCC1)C(F)F 2-(difluoromethyl)pyrrolidine-1-carboxylic acid tert-butyl ester